FC1=CC=C(C=C1)[C@@H]1N(CCC2=CC=CC=C12)C=1O[C@]2(CN1)CN(CC2)CC(F)(F)F (S)-2-((S)-1-(4-fluorophenyl)-3,4-dihydroisoquinolin-2(1H)-yl)-7-(2,2,2-trifluoroethyl)-1-oxa-3,7-diazaspiro[4.4]non-2-ene